[Br-].C(CCCCCCCCCCCCC)OC(CC[N+](CCO)(C)C)OCCCCCCCCCCCCCC Dimyristooxypropyl-dimethyl-hydroxyethyl-ammonium bromide